F[C@@H]1C[C@H](N(C1)C(CN1N=C(C2=CC(=CC=C12)C1=CN=NC=C1)C(=O)N)=O)C(NC1=CC2=CC=CC=C2C=C1)=O 1-(2-((2S,4R)-4-fluoro-2-(naphthalen-2-ylcarbamoyl)pyrrolidin-1-yl)-2-oxoethyl)-5-(pyridazin-4-yl)-1H-indazole-3-carboxamide